1,4-dioxaspiro[4.5]decane-8-ol O1CCOC12CCC(CC2)O